[Cl-].C(C1=CC=CC=C1)[N+]1=CN(C=C1)[C@H](C(=O)NCC1=CC(=CC(=C1)C(C)(C)C)C(C)(C)C)CC(C)C (S)-3-benzyl-1-(1-((3,5-di-tert-butylbenzyl)amino)-4-methyl-1-oxopentan-2-yl)-1H-imidazol-3-ium chloride